CNS(=O)(=O)C1=CC=C(C=C1)[N+](=O)[O-] N-methyl-4-nitrobenzenesulfonamide